N1CCC(CC1)CN1N=CC(=C1)C1=NC2=CC=CC=C2N=C1 2-[1-(4-piperidinylmethyl)pyrazol-4-yl]Quinoxaline